1-vinyl-4-(phenyloxy)-benzene C(=C)C1=CC=C(C=C1)OC1=CC=CC=C1